(R)-3-((S)-5-methyl-3-(nitromethyl)hexanoyl)-4-(3,5-dimethoxyphenyl)oxazolidin-2-one CC(C[C@@H](CC(=O)N1C(OC[C@H]1C1=CC(=CC(=C1)OC)OC)=O)C[N+](=O)[O-])C